N-methacryloxypropyl-N,N-dimethylammonium C(C(=C)C)(=O)OCCC[NH+](C)C